Br.CC1NCCCC1 2-methylpiperidine HBr